tert-butyl (2R,3S,4R,5S)-4-(2-bromo-4-chlorophenyl)-3-(3-chloro-2-fluorophenyl)-4-cyano-5-neopentylpyrrolidine-2-carboxylate BrC1=C(C=CC(=C1)Cl)[C@@]1([C@H]([C@@H](N[C@H]1CC(C)(C)C)C(=O)OC(C)(C)C)C1=C(C(=CC=C1)Cl)F)C#N